C(C1=CC=CC=C1)N1N=C(C(N(C1=O)CC1=CC=CC=C1)=O)[Si](C1=CC=CC=C1)(C1=CC=CC=C1)C1=CC=CC=C1 2,4-dibenzyl-6-(triphenylsilyl)-1,2,4-triazine-3,5(2h,4h)-dione